C(C)(C)[Si](OC[C@H]1OC=C[C@H]([C@H]1O)O)(C(C)C)C(C)C (2r,3r,4r)-2-(((triisopropylsilyl)oxy)methyl)-3,4-dihydro-2H-pyran-3,4-diol